ClC=1N=C(C2=C(N1)C=NC(=C2)Cl)N2[C@@H](COCC2)C (R)-4-(2,6-dichloropyrido[3,4-d]pyrimidin-4-yl)-3-methylmorpholine